CN1C2=CC=CC=C2C(C12C=NC1=C(O2)C=CC2=CC=C(C=C21)O)(C)C 1,3,3-trimethyl-9'-hydroxyspiro[indoline-2,3'-[3H]-naphtho[2,1-b][1,4]oxazine]